FC1=C(CC2=NC3=C(N2C[C@H]2OCC2)C=C(C=C3)C(=O)O)C=C(C(=C1)C1=NC(=CC=C1)OCC=1SC(=CN1)C1=CN=CO1)F (S)-2-(2,5-difluoro-4-(6-((5-(oxazol-5-yl)thiazol-2-yl)methoxy)pyridin-2-yl)benzyl)-1-(oxetan-2-ylmethyl)-1H-benzo[d]imidazole-6-carboxylic acid